C1=NC=CC2=C1C(CC2)O 6,7-dihydro-5H-cyclopenta[c]Pyridin-7-ol